(3-trimethoxysilylpropyl)1,3-propanediamine CO[Si](CCCC(CCN)N)(OC)OC